C[C@@H]1C(OB(OC(CCN1C)=O)[C@H](CC(C)C)NC([C@H](CC1=CC=CC=C1)NC(=O)C1=NC=CN=C1)=O)=O N-((S)-1-(((R)-1-((R)-5,6-dimethyl-4,9-dioxo-1,3,6,2-dioxazaboronan-2-yl)-3-methylbutyl)amino)-1-oxo-3-phenylpropan-2-yl)pyrazine-2-carboxamide